3-amino-2-cyano-3-phenyl-prop-2-enoate NC(=C(C(=O)[O-])C#N)C1=CC=CC=C1